ethyl 2-(5-cyano-2-methoxybenzyl)-3-oxobutanoate C(#N)C=1C=CC(=C(CC(C(=O)OCC)C(C)=O)C1)OC